C(CCC)[Sn](C=1SC=CC1)(CCCC)CCCC tributylthiophen-2-ylstannane